ClC=1C(=CC(=C(C1)N1C(C=CC2=CC(=CC=C12)S(=O)(=O)NC1=NOC=C1)=O)OC)[C@@H]1C[C@H](C1)C(F)(F)F TRANS-(P)-1-(5-CHLORO-2-METHOXY-4-(3-(TRIFLUOROMETHYL)CYCLOBUTYL)PHENYL)-N-(ISOXAZOL-3-YL)-2-OXO-1,2-DIHYDROQUINOLINE-6-SULFONAMIDE